ClC1=NC=2C(CCCC2C=C1C#N)OC1OCCCC1 2-Chloro-8-((tetrahydro-2H-pyran-2-yl)oxy)-5,6,7,8-tetrahydroquinoline-3-carbonitrile